FC1=C(C(=C(C(=C1F)F)F)F)CP(O)(O)=O 2,3,4,5,6-pentafluorophenylmethylphosphonic acid